C(C)C1N(CC1)C(=O)O[C@H]1C[C@H](CC1)C1=CC(=NN1)NC(CC1=CC(=NO1)C)=O (1R,3S)-3-(3-{[(3-methyl-1,2-oxazol-5-yl)acetyl]-amino}-1H-pyrazol-5-yl)-cyclopentyl (2ξ)-2-ethyl-azetidine-1-carboxylate